C(C)(C)(C)C1=CC=C(C=C1)[C@H]1CC2(CN(C2)C(=O)C2CC3(C2)NC(OC3)=O)CC1 |r| (rac)-(2s,4s)-2-(6-(4-(tert-butyl)phenyl)-2-azaspiro[3.4]octane-2-carbonyl)-7-oxa-5-azaspiro[3.4]octane-6-one